ClC12CC(C1)(C2)C2=C(CCC(C2)(C)C)C#N 2-(3-chlorobicyclo[1.1.1]pentan-1-yl)-4,4-dimethylcyclohex-1-enecarbonitrile